ClC=1C(=C(C=C(C1)CC1CC1)CC(=O)OCC)OC ethyl 2-(3-chloro-5-(cyclopropylmethyl)-2-methoxyphenyl)acetate